[Cl-].[NH+]1=CC=CC2=CC=CC=C12 quinolinium chloride salt